FC1=CC=C(C(=O)N2CC(C2)(COC2=CC3=CC=C(C=C3C=C2)OC)C2=CC(NC=C2)=O)C=C1 4-(1-(4-fluorobenzoyl)-3-(((6-methoxynaphthalen-2-yl)oxy)methyl)azetidin-3-yl)pyridin-2(1H)-one